C(C)OC=1C(=NC(=C(C1)N1[C@@H](CN(CC1)C(=O)N1[C@@H](CCCC1)C(F)(F)F)CC)C(=O)N[C@H]1CN(CC1)C)C=1C=NC=CC1 ethoxy-5-[(2R)-2-ethyl-4-[(2S)-2-(trifluoromethyl)piperidine-1-carbonyl]piperazin-1-yl]-N-[(3R)-1-methylpyrrolidin-3-yl]-[2,3'-bipyridine]-6-carboxamide